COC1CC(C1)C1=CNC=2N=CC=3C=CC(=CC3C21)C=2C=NN(C2)C 1-(3-methoxycyclobutyl)-8-(1-methyl-1H-pyrazol-4-yl)-3H-pyrrolo[2,3-c]isoquinoline